FC=1C=CC2=C(CCO2)C1CNC1=NC=C(C=2N1C=NN2)C=2C=1N(C(=CC2)C)C(=CN1)CC(=O)N 2-(8-(5-(((5-fluoro-2,3-dihydrobenzofuran-4-yl)methyl)amino)-[1,2,4]triazolo[4,3-c]pyrimidin-8-yl)-5-methylimidazo[1,2-a]pyridin-3-yl)acetamide